C(C)OC(=C)C1=NC=CC(=C1F)N 2-(1-ethoxyvinyl)-3-fluoro-pyridin-4-amine